Ethyl 5-((diethoxyphosphoryl)difluoromethyl)-6-fluorobenzo[b]thiophene-2-carboxylate C(C)OP(=O)(OCC)C(C1=CC2=C(SC(=C2)C(=O)OCC)C=C1F)(F)F